C(C)C1=C(C=C)C(=CC(=C1)CC)CC 2,4,6-triethylstyrene